O1[C@@H](COCC1)COC=1N2CCC3=C(C2=C(C(C1)=O)C)C=CC(=C3)C=3C=NN(C3)CC 4-[[(2S)-1,4-dioxan-2-yl]methoxy]-9-(1-ethylpyrazol-4-yl)-1-methyl-6,7-dihydrobenzo[a]quinolizin-2-one